C(=S)(SCCC1=CC=CC=C1)[S-] phenethyl carbonotrithioate